FC(CN1N=C(C=C1)COC=1NCC2=C(N1)N=CC=C2)(F)F {[1-(2,2,2-trifluoroethyl)-1H-pyrazol-3-yl]methoxy}-3H,4H-pyrido[2,3-d]pyrimidin